((6-((dimethylamino)methyl)-5-(4-methyltetrahydro-2H-pyran-4-yl)pyridin-2-yl)amino)-4-(7-fluoroimidazo[1,2-a]pyridin-3-yl)-1-oxoisoindoline-2-carboxylic acid tert-butyl ester C(C)(C)(C)OC(=O)N1C(C2=CC=CC(=C2C1NC1=NC(=C(C=C1)C1(CCOCC1)C)CN(C)C)C1=CN=C2N1C=CC(=C2)F)=O